FC(CC1N(CCNC1)C(=O)N)(F)F (2,2,2-trifluoroethyl)piperazine-1-carboxamide